The molecule is a benzothiadiazine, hydrogenated at positions 2, 3 and 4 and substituted with an aminosulfonyl group at C-7, a chloro substituent at C-6 and a dichloromethyl group at C-3 and with S-1 as an S,S-dioxide. A sulfonamide antibiotic, it is used as a diuretic to treat oedema (including that associated with heart failure) and hypertension. It has a role as a diuretic and an antihypertensive agent. It is a benzothiadiazine and a sulfonamide antibiotic. C1=C2C(=CC(=C1Cl)S(=O)(=O)N)S(=O)(=O)NC(N2)C(Cl)Cl